IC=1SC=C2C1CC(CC2)N(C(OC(C)(C)C)=O)C tert-butyl N-(3-iodo-4,5,6,7-tetrahydro-2-benzothiophen-5-yl)-N-methyl-carbamate